C12(CC3(CC(CC(C1)C3)C2)C2=CC=C(C=C2)OC(=O)C=2C=C3C(N(C(C3=CC2)=O)CC(=O)O)=O)C2=CC=C(C=C2)OC(=O)C=2C=C3C(N(C(C3=CC2)=O)CC(=O)O)=O 2,2'-((((((1s,3s,5r,7r)-adamantane-1,3-diyl)bis(4,1-phenylene))bis(oxy))bis(carbonyl))bis(1,3-dioxoisoindoline-5,2-diyl))diacetic acid